BrC=1C=C(C=CC1)C(C(C)C)=O 1-(3-bromophenyl)-2-methylpropan-1-one